C(C)(C)(C)OC(=O)N1C(CN(CC1C)C=1C=NC(=CC1)NC(=N)C=1C=C(C=2N(C1)C=C(N2)C)F)C tert-butyl-4-(6-(8-fluoro-2-methylimidazo[1,2-a]pyridine-6-carboximidamido) pyridin-3-yl)-2,6-dimethylpiperazine-1-carboxylate